C(C)C([C@@H]1N(CCCC1)CC(=O)N1C2=C(NC(C3=C1C=CC=C3)=O)C=CC=N2)CC (R)-11-[2-[2-[(diethyl)methyl]-1-piperidinyl]acetyl]-5,11-dihydro-6H-pyrido[2,3-b][1,4]benzodiazepin-6-one